NC=1C(=NN2C1C=CC=C2)OCCO 2-[(3-Aminopyrazolo[1,5-a]pyridin-2-yl)oxy]ethanol